OC[C@H](C)N1C=NC2=C(C1=O)C=C(N=C2C=2C=NC=CC2)C2=CC=C(C=C2)C (S)-3-(1-hydroxy-prop-2-yl)-8-(pyridin-3-yl)-6-(p-tolyl)pyrido[3,4-d]pyrimidin-4(3H)-one